O1CC(C1)C1=CC=CC=C1 4-(oxetan-3-yl)benzene